6-[{(m-azidobenzyl)oxy}carbonyl]-L-lysine N(=[N+]=[N-])C=1C=C(COC(=O)C(CCC[C@H](N)C(=O)O)N)C=CC1